C(C)(CC)C=1C(=C(C(=CC1)C(C)(C)C)O)C(C)(C)C sec-butyl-2,6-di-tert-butylphenol